di-(2-(di(2-hydroxydodecyl)amino)ethyl)oxamide OC(CN(CCNC(C(NCCN(CC(CCCCCCCCCC)O)CC(CCCCCCCCCC)O)=O)=O)CC(CCCCCCCCCC)O)CCCCCCCCCC